1,2-dimethyl-5-hydroxy-3-indolecarboxylic acid ethyl ester C(C)OC(=O)C1=C(N(C2=CC=C(C=C12)O)C)C